4-[(3-ethynyl-phenyl)amino]-6-(1-methanesulfonyl-piperidin-4-yloxy)-7-methoxy-quinazoline C(#C)C=1C=C(C=CC1)NC1=NC=NC2=CC(=C(C=C12)OC1CCN(CC1)S(=O)(=O)C)OC